ClC=1C(=CC(=C(C1)NC(=S)N1[C@@H]2CC=3C(=CNC(C3)=O)[C@H]1CC2)F)C(F)(F)F (6S,9R)-N-(5-chloro-2-fluoro-4-(trifluoromethyl)phenyl)-3-oxo-3,5,6,7,8,9-hexahydro-2H-6,9-epiminocyclohepta[c]pyridine-10-carbothioamide